tert-Butyl 3-(ethoxymethyl)-9,9-dimethyl-6-(2-morpholinoethoxy)acridine-10(9H)-carboxylate {tert-butyl 3-(ethoxymethyl)-9,9-dimethyl-6-(2-morpholinoethoxy)acridine-10(9H)-carboxylate} C(C)(C)(C)C1=CC(=CC=2N(C3=CC(=CC=C3C(C12)(C)C)OCCN1CCOCC1)C(=O)O)COCC.C(C)OCC=1C=CC=2C(C3=CC=C(C=C3N(C2C1)C(=O)OC(C)(C)C)OCCN1CCOCC1)(C)C